BrC1=CC=C(C=C1)N1C(N(CC1)CCO[Si](C)(C)C(C)(C)C)=O 1-(4-bromo-phenyl)-3-[2-(tert-butyl-dimethyl-silanyloxy)-ethyl]Imidazolidin-2-one